2-(3-Chlorobenzyl)-2H-indazole-6-carboxylic acid ClC=1C=C(CN2N=C3C=C(C=CC3=C2)C(=O)O)C=CC1